(S)-2-((4-(3-((4-cyano-2-fluorobenzyl)oxy)-4-fluoro-1H-pyrazol-1-yl)piperidin-1-yl)methyl)-1-(oxetan-2-ylmethyl)-1H-benzo[d]imidazole-6-carboxylic acid methyl ester COC(=O)C=1C=CC2=C(N(C(=N2)CN2CCC(CC2)N2N=C(C(=C2)F)OCC2=C(C=C(C=C2)C#N)F)C[C@H]2OCC2)C1